O=C1N(CCC(N1)=O)C=1C=C(C(=O)N2CCC3(CC2)CCC(CC3)C=O)C=CC1C([2H])([2H])[2H] 3-(3-(2,4-dioxotetrahydropyrimidin-1(2H)-yl)-4-(methyl-d3)benzoyl)-3-azaspiro[5.5]undecane-9-carbaldehyde